2,2'-(1,4-phenylene)bis(1-(2-(2-methoxyethoxy)ethoxy)propan-2-ol) C1(=CC=C(C=C1)C(COCCOCCOC)(C)O)C(COCCOCCOC)(C)O